FC1=C(OC2CCC(CC2)NC(OC(C)(C)C)=O)C=C(C(=C1)OC)C(N[C@@H]1[C@H]2CC[C@@H]([C@@H]1C(NC1=CC(=CC=C1)S(=O)(=O)C(F)(F)F)=O)C2)=O tert-Butyl ((1S,4s)-4-(2-fluoro-4-methoxy-5-(((1S,2R,3S,4R)-3-((3-((trifluoromethyl)sulfonyl)phenyl)carbamoyl)bicyclo[2.2.1]heptan-2-yl)carbamoyl)phenoxy)cyclohexyl)carbamate